N-{4-[(dimethylamino)methyl]benzenesulfonyl}-2-[4-(2-methylphenyl)-2,6-bis(propan-2-yl)phenyl]acetamide CN(C)CC1=CC=C(C=C1)S(=O)(=O)NC(CC1=C(C=C(C=C1C(C)C)C1=C(C=CC=C1)C)C(C)C)=O